N-(2-(3,5-dimethyl-1H-pyrazol-4-yl)ethyl)-2-((1-((dimethylamino)methyl)cyclopropyl)methoxy)-7-(8-ethylnaphthalen-1-yl)-5,6,7,8-tetrahydropyrido[3,4-d]pyrimidin-4-amine CC1=NNC(=C1CCNC=1C2=C(N=C(N1)OCC1(CC1)CN(C)C)CN(CC2)C2=CC=CC1=CC=CC(=C21)CC)C